ClC=1C=C(C=CC1OC)CNC1=NC(=NC=C1C(=O)O)N1C(CCC1)CO 4-{[(3-chloro-4-methoxyphenyl)methyl]amino}-2-[2-(hydroxymethyl)pyrrolidin-1-yl]pyrimidine-5-carboxylic acid